((2-amino-9-((2R,3R,5S)-3-hydroxy-5-(hydroxymethyl)tetrahydrofuran-2-yl)-8-oxo-8,9-dihydro-7H-purin-7-yl)methyl)benzaldehyde NC1=NC=C2N(C(N(C2=N1)[C@@H]1O[C@@H](C[C@H]1O)CO)=O)CC1=C(C=O)C=CC=C1